N-acryloyl-2,6-dimethyl-piperidine C(C=C)(=O)N1C(CCCC1C)C